chloro-1-methylpyridinium ClC1=[N+](C=CC=C1)C